COC(C1=C(C=CC=C1C)[N+]#[C-])=O METHYL-2-ISOCYANO-6-METHYL-BENZOATE